6-(cyclopropanecarboxamido)-N-(methyl-d3)-4-((5-methyl-2-(trifluoromethyl)-4,5-dihydropyrazolo[1,5-a]quinoxalin-6-yl)amino)pyridazine-3-carboxamide C1(CC1)C(=O)NC1=CC(=C(N=N1)C(=O)NC([2H])([2H])[2H])NC1=C2N(CC=3N(C2=CC=C1)N=C(C3)C(F)(F)F)C